N1C=C(C2=CC=CC=C12)C1=NC(=NC=C1C(F)(F)F)N[C@H]1CNCC1 (R)-4-(1H-indol-3-yl)-N-(pyrrolidin-3-yl)-5-(trifluoromethyl)pyrimidin-2-amine